FC=1C=C(C=CC1)C=1C=C(C=NC1)C(=O)NC1=C(C=CC(=C1)C(N[C@@H]1[C@H](CCCC1)O)=O)C 5-(3-Fluorophenyl)-N-(5-{[(1S,2S)-2-hydroxycyclohexyl]carbamoyl}-2-methylphenyl)pyridine-3-carboxamide